3,7-diphenyl-1,10-phenanthroline C1(=CC=CC=C1)C=1C=NC2=C3N=CC=C(C3=CC=C2C1)C1=CC=CC=C1